C(C)(C)(C)N[C@@H]1CC[C@@H]([C@@H](C1)NC(=O)C1CCC(CC1)NC(OC(C)(C)C)=O)N1C([C@H](CC1)NC1=NC=NC2=CC=C(C=C12)C(F)(F)F)=O tert-butyl ((1S,4s)-4-(((1R,2S,5R)-5-(tert-butylamino)-2-((S)-2-oxo-3-((6-(trifluoromethyl)quinazolin-4-yl)amino)pyrrolidin-1-yl)cyclohexyl)carbamoyl)cyclohexyl)carbamate